C1(=CC(=CC=C1)C=1C=C2C(=NC1)NC(N2)=O)C 6-(m-tolyl)-3H-imidazo[4,5-b]pyridin-2-one